FC1CN(CC1)C1=C(N=C(S1)CCCC1=CC=CC=C1)C 5-(3-fluoropyrrolidin-1-yl)-4-methyl-2-(3-phenylpropyl)thiazole